4-(4-(8,9-dihydro-5H-pyrimido[5,4-c]azepin-6(7H)-yl)-8-fluoro-2-(((2R,7aS)-2-fluorohexahydro-1H-pyrrolizin-7a-yl)methoxy)pyrido[4,3-d]pyrimidin-7-yl)-5-ethyl-6-fluoronaphthalen-2-ol N1=CN=CC=2CN(CCCC21)C=2C1=C(N=C(N2)OC[C@]23CCCN3C[C@@H](C2)F)C(=C(N=C1)C1=CC(=CC2=CC=C(C(=C12)CC)F)O)F